N-(2-((tert-butyldimethylsilyl)oxy)ethyl)-5-chloro-4-methylpyridin-3-amine [Si](C)(C)(C(C)(C)C)OCCNC=1C=NC=C(C1C)Cl